Diaza-phosphol N1N=PC=C1